ClC=1C(=C(C=C(C1)C)CC(=O)Cl)C 3-chloro-2,5-dimethylphenyl-acetyl chloride